5-(4-(1H-pyrazol-1-yl)benzyl)-N-((1S,2S)-2-hydroxycyclohexyl)-3-methyl-4-oxo-4,5-dihydro-3H-imidazo[4,5-c]pyridine-7-carboxamide N1(N=CC=C1)C1=CC=C(CN2C(C3=C(C(=C2)C(=O)N[C@@H]2[C@H](CCCC2)O)N=CN3C)=O)C=C1